(2R)-1-[9-bromo-8-methoxy-1-(2,2,2-trifluoroethyl)-5,6-dihydropyrrolo[2,1-a]isoquinoline-3-carbonyl]-2-methyl-pyrrolidine-2-carbonitrile BrC1=C(C=C2CCN3C(C2=C1)=C(C=C3C(=O)N3[C@](CCC3)(C#N)C)CC(F)(F)F)OC